6-(1-methylpyrazol-4-yl)-N-[(1-vinylsulfonyl-4-piperidyl)methyl]pyrazolo-[1,5-a]pyrazin-4-amine CN1N=CC(=C1)C=1N=C(C=2N(C1)N=CC2)NCC2CCN(CC2)S(=O)(=O)C=C